4-Fluoro-2-(4-(2-((1-(methylsulfonyl)piperidin-4-yl)amino)-5-(trifluoro-methyl)pyrimidin-4-yl)-1H-imidazol-1-yl)benzonitrile FC1=CC(=C(C#N)C=C1)N1C=NC(=C1)C1=NC(=NC=C1C(F)(F)F)NC1CCN(CC1)S(=O)(=O)C